C(C)C(CC(C(=O)[O-])O)(CC(C(=O)[O-])O)COC(CO)=O 2-ethyl-2-((2-hydroxyacetoxy)methyl)propane-1,3-diyl-bis(2-hydroxyacetate)